ClC1=C(C=C(C=C1)F)C=1C(=CC=C2C(=C(C=NC12)NC(=O)C1=CC=NC2=CC=CC=C12)N1CCOCC1)F N-(8-(2-chloro-5-fluorophenyl)-7-fluoro-4-morpholinoquinolin-3-yl)quinoline-4-carboxamide